(2,6-difluorophenyl)methyl-[2-[(2R,3S,4S,5S,6R)-3,4,5-trihydroxy-6-phenoxy-tetrahydropyran-2-yl]ethyl]phosphinic acid FC1=C(C(=CC=C1)F)CP(O)(=O)CC[C@H]1O[C@@H]([C@H]([C@H]([C@@H]1O)O)O)OC1=CC=CC=C1